ClC(OC1=CC=C(C=C1)NC(C1=CN=C(C(=C1)C1=NNC=C1)N1CCC(CC1)N(C)CC1=CC(=CC=C1)C1C(NC(CC1)=O)=O)=O)(F)F N-(4-(chlorodifluoromethoxy)phenyl)-6-(4-((3-(2,6-dioxopiperidin-3-yl)benzyl)(methyl)amino)piperidin-1-yl)-5-(1H-pyrazol-3-yl)nicotinamide